(R)-1-(3-Fluorophenyl)-2-((((1r,4R)-4-methoxycyclohexyl)methyl)amino)-ethan-1-ol FC=1C=C(C=CC1)[C@H](CNCC1CCC(CC1)OC)O